1,1'-Bi-2-naphthol C1=CC=C2C(=C1)C=CC(=C2C3=C(C=CC4=CC=CC=C43)O)O